NC1=CC=CC(=N1)S(=O)(=O)NC(=O)C=1C(=NC(=CC1)C=1C=C2C=NN(C2=CC1)C)OC1=C(C=C(C=C1C)C)C N-[(6-Amino-2-pyridyl)sulfonyl]-6-(1-methylindazol-5-yl)-2-(2,4,6-trimethylphenoxy)pyridin-3-carboxamid